CS(=O)(=O)C=1C(=C(C=CC1)S(=O)(=O)C)S(=O)(=O)C Tris(methanesulfonyl)benzene